ethyl (4-{2-[(4-chloro-2-fluorobenzyl)oxy]pyridin-3-yl}piperazin-1-yl)acetate ClC1=CC(=C(COC2=NC=CC=C2N2CCN(CC2)CC(=O)OCC)C=C1)F